CS(=O)(=O)C1=NC=CC(=C1)N 2-methane-sulfonyl-pyridin-4-amine